ClC1=C(C(=CC=C1Cl)OC)C1=CC=2N(C=C1)C=C(N2)CC2CC(C2)O 3-((7-(2,3-dichloro-6-methoxyphenyl)imidazo[1,2-a]pyridin-2-yl)methyl)cyclobutan-1-ol